COC(C1=CC(=C(C=C1)[N+](=O)[O-])F)OC 4-(dimethoxymethyl)-2-fluoro-1-nitrobenzene